trans-3-hexyl formate C(=O)OC(CC)CCC